(S)-(1-(5-toluenesulfonyl-4-((1-(3,4,5-trimethoxyphenyl)-1H-imidazol-4-yl)amino)-5H-pyrrolo[3,2-d]pyrimidin-2-yl)pyrrolidin-2-yl)methanol C(C1=CC=CC=C1)S(=O)(=O)N1C=CC=2N=C(N=C(C21)NC=2N=CN(C2)C2=CC(=C(C(=C2)OC)OC)OC)N2[C@@H](CCC2)CO